FC([C@H](C1=CN(C2=CC(=C(C=C12)F)C=1C=NC(=CC1C(F)(F)F)C)CC(C)(C)C)NS(=O)(=O)C1CC1)F (S)-N-(2,2-difluoro-1-(5-fluoro-6-(6-methyl-4-(trifluoromethyl)pyridin-3-yl)-1-neopentyl-1H-indol-3-yl)ethyl)cyclopropanesulfonamide